1-((S)-2,2-difluorocyclobutyl)-N-((R)-1-(3-(difluoromethyl)-2-fluorophenyl)ethyl)-4-(((3-fluoro-1-methylazetidin-3-yl)methyl)amino)-6-oxo-1,6-dihydropyridine-3-carboxamide FC1([C@H](CC1)N1C=C(C(=CC1=O)NCC1(CN(C1)C)F)C(=O)N[C@H](C)C1=C(C(=CC=C1)C(F)F)F)F